(E)-5-(4-fluorostyryl)-2-isopropylpyridin-3-yl hydrogen phosphate P(=O)(OC=1C(=NC=C(C1)\C=C\C1=CC=C(C=C1)F)C(C)C)(O)[O-]